2-(perfluoro-3-methylbutyl)ethanol FC(C(C(C(F)(F)F)(C(F)(F)F)F)(F)F)(CCO)F